6-Chloro-3-[[(1R)-1-[2-(2-fluorophenyl)-3-methyl-4-oxo-6-(trifluoromethyl)-chromen-8-yl]ethyl]amino]pyridine-2-carboxylic acid ClC1=CC=C(C(=N1)C(=O)O)N[C@H](C)C=1C=C(C=C2C(C(=C(OC12)C1=C(C=CC=C1)F)C)=O)C(F)(F)F